C(C)OC(=O)C=1N=C(OC1CCNC(=O)OCC1=CC=CC=C1)I 5-(2-{[(benzyloxy)carbonyl]amino}ethyl)-2-iodo-1,3-oxazole-4-carboxylic acid ethyl ester